COC=1N=CC(=NC1)[C@@H](CC(=O)O)N1N=C(C=C1)CCCC1=NC=2NCCCC2C=C1 |r| (±)-3-(5-Methoxypyrazin-2-yl)-3-(3-(3-(5,6,7,8-tetrahydro-1,8-naphthyridin-2-yl)propyl)-1H-pyrazol-1-yl)propanoic acid